O=C1C[C@@H]([C@H](N1)C(=O)OC(C)(C)C)C(=O)OC 2-(tert-butyl) 3-methyl (2S,3S)-5-oxopyrrolidine-2,3-dicarboxylate